CC1(OCC2=CC=CC(=C2C1)OC1=CC=C(C=N1)N)C 6-(3,3-dimethylisochroman-5-yl)oxypyridin-3-amine